C(C)N1CCN(CC1)C(=O)C=1C=CC(=NC1)NC1=NC=C(C(=N1)C=1C=C2CCC(N(C2=CC1)C(C)C)=O)F 6-(2-((5-(4-ethylpiperazine-1-carbonyl)pyridin-2-yl)amino)-5-fluoropyrimidin-4-yl)-1-isopropyl-3,4-dihydro-2(1H)-quinolinone